N1CC(C1)C1=C(C(NN=C1)=O)C azetidin-3-yl-methyl-pyridazin-3-one